4-((2,6-difluoropyridin-4-yl)oxy)aniline FC1=NC(=CC(=C1)OC1=CC=C(N)C=C1)F